(E)-prop-1-ene-1-sulfonyl chloride C(=C\C)/S(=O)(=O)Cl